di(2-propylheptyl) cyclohexane-1,2-dicarboxylate C1(C(CCCC1)C(=O)OCC(CCCCC)CCC)C(=O)OCC(CCCCC)CCC